2-(3,5-dichloro-4-((3-cyclobutyl-4-hydroxyphenyl)sulfonyl)phenyl)-6-(trifluoromethyl)-1,2,4-triazine-3,5(2H,4H)-dione ClC=1C=C(C=C(C1S(=O)(=O)C1=CC(=C(C=C1)O)C1CCC1)Cl)N1N=C(C(NC1=O)=O)C(F)(F)F